FC(C1=NN=C(O1)C1=CC=C2CN(C(C2=C1)=O)N(CC1=CC(=CC=C1)C1=NC=CN=C1)C)F 6-[5-(difluoromethyl)-1,3,4-oxadiazol-2-yl]-2-(methyl{[3-(pyrazin-2-yl)phenyl]methyl}amino)-2,3-dihydro-1H-isoindol-1-one